OCN1C(C(CCC1=O)N1C(C2=CC=C(C=C2C1)N1C(N([C@H](C1)C(F)(F)F)C1=CC=CC=C1)=O)=O)=O 1-(hydroxymethyl)-3-(1-oxo-5-((R)-2-oxo-3-phenyl-4-(trifluoromethyl)imidazolidin-1-yl)isoindolin-2-yl)piperidine-2,6-dione